4-(1-((6-chloro-4-((4-methoxybenzyl)oxy)pyridazin-3-yl)methyl)-1H-1,2,3-triazol-4-yl)-6-methoxy-1-(tetrahydro-2H-pyran-2-yl)-1H-indazole ClC1=CC(=C(N=N1)CN1N=NC(=C1)C1=C2C=NN(C2=CC(=C1)OC)C1OCCCC1)OCC1=CC=C(C=C1)OC